BrC=1C=C(C(=NC1OC(COCCC)C)C)N=CN(C)CC N'-[5-bromo-2-methyl-6-(1-methyl-2-propoxyethoxy)-3-pyridinyl]-N-ethyl-N-methyl-methanimidamide